C=1N=CN2C1C1=CC=CC=C1C2C2CCC1=C(N=C(O1)C)C2OC(C2=CC=C(C=C2)[N+](=O)[O-])=O 4-nitrobenzoic acid 5-(5H-imidazo[5,1-a]isoindol-5-yl)-2-methyl-4,5,6,7-tetrahydrobenzo[d]oxazol-4-yl ester